COC([C@H](CCCC1=CC=C(C=C1)OCCCC)N1CCNCCNCCNCC1)=O (2S)-5-(4-Butoxyphenyl)-2-(1,4,7,10-tetraazacyclododecane-1-yl)pentanoic acid methyl ester